2-hydroxy-5-nitro-N-(6-(trifluoromethyl)pyridin-2-yl)benzenesulfonamide OC1=C(C=C(C=C1)[N+](=O)[O-])S(=O)(=O)NC1=NC(=CC=C1)C(F)(F)F